ClC=1C(=CC=C2N=CC(=NC12)C=1C=NN(C1)C1CC(C1)(O)C)OC1=C(C2=C(N=C(N2COCC[Si](C)(C)C)C)C=C1)F 3-[4-[8-chloro-7-[4-fluoro-2-methyl-3-(2-trimethylsilylethoxymethyl)benzimidazol-5-yl]oxy-quinoxalin-2-yl]pyrazol-1-yl]-1-methyl-cyclobutanol